C(=C)[C@@H]1C[C@H](CCC1)O (1S,3S)-3-VINYLCYCLOHEXANOL